methyl 6-chloro-4-oxo-4H-chromene-2-carboxylate ClC=1C=C2C(C=C(OC2=CC1)C(=O)OC)=O